(R)- or (S)-1-(3-(5'-(4-fluorophenyl)-1-methyl-1H,2'H-[3,3'-bipyrazol]-2'-yl)pyrrolidin-1-yl)prop-2-en-1-one FC1=CC=C(C=C1)C=1C=C(N(N1)[C@H]1CN(CC1)C(C=C)=O)C1=NN(C=C1)C |o1:12|